octacosyl behenate distearyl-oxalate hexacosyl-behenate C(CCCCCCCCCCCCCCCCCCCCCCCCC)OC(CCCCCCCCCCCCCCCCCCCCC)=O.C(CCCCCCCCCCCCCCCCC)OC(C(=O)OCCCCCCCCCCCCCCCCCC)=O.C(CCCCCCCCCCCCCCCCCCCCC)(=O)OCCCCCCCCCCCCCCCCCCCCCCCCCCCC